3-methoxy-1-[(cis)-3-hydroxy-3-methylcyclobutyl]-7-(trifluoromethyl)-1H-indazol-5-ol COC1=NN(C2=C(C=C(C=C12)O)C(F)(F)F)C1CC(C1)(C)O